1-[trans-4-(Pyridin-2-yloxy)cyclohexyl]-8-(trifluoromethyl)-5,6-dihydro-4H-[1,2,4]triazolo[4,3-a][1]benzazepin-5-amin hydrochlorid Cl.N1=C(C=CC=C1)O[C@@H]1CC[C@H](CC1)C1=NN=C2N1C1=C(CC(C2)N)C=C(C=C1)C(F)(F)F